ClC=1C=C(C=CC1N1C(N(C=C1)C)=O)C1=C(C(=CC(=C1)F)C=1C=NC=C(C1)N1C[C@H](CC1)N(C)C)O (S)-1-(3-chloro-3'-(5-(3-(dimethylamino)pyrrolidin-1-yl)pyridin-3-yl)-5'-fluoro-2'-hydroxy-[1,1'-biphenyl]-4-yl)-3-methyl-1H-imidazol-2(3H)-one